N-(2-(2-fluorophenyl)pyridin-4-yl)-6-nitro-7-(3-(piperazin-1-yl)propoxy)quinazoline-4-amine FC1=C(C=CC=C1)C1=NC=CC(=C1)NC1=NC=NC2=CC(=C(C=C12)[N+](=O)[O-])OCCCN1CCNCC1